Tris{[2-(tert-butoxycarbonyl)ethoxy]methyl}-methylamine C(C)(C)(C)OC(=O)CCOCC(N)(COCCC(=O)OC(C)(C)C)COCCC(=O)OC(C)(C)C